N-[(1S)-1-[[2-chloro-5-[2-(1-hydroxy-2,2-dimethyl-propyl)-4-pyridyl]phenyl]methyl]-2-[4-(4-methyl-1,2,4-triazol-3-yl)anilino]-2-oxo-ethyl]-3-methyl-isoxazole-4-carboxamide ClC1=C(C=C(C=C1)C1=CC(=NC=C1)C(C(C)(C)C)O)C[C@@H](C(=O)NC1=CC=C(C=C1)C1=NN=CN1C)NC(=O)C=1C(=NOC1)C